tris(trimethylsiloxy)-silylethyldimethylchlorosilane C[Si](OC([Si](Cl)(C)CC[SiH3])(O[Si](C)(C)C)O[Si](C)(C)C)(C)C